1-(1H-benzimidazol-2-yl)-3-p-tolylprop-2-en-1-one N1C(=NC2=C1C=CC=C2)C(C=CC2=CC=C(C=C2)C)=O